CS(=O)(=O)C=1C=C(C=CC1)CC1CC2(CN(C2)C(CC[C@H]2NC(OC2)=O)=O)C1 (4R)-4-[3-[6-[(3-Methyl-sulfonylphenyl)methyl]-2-azaspiro[3.3]heptan-2-yl]-3-oxo-propyl]oxazolidin-2-one